C(C)(C)(C)N1N=NNC1=O 1-(tert-butyl)-1,4-dihydro-5H-tetrazol-5-one